4-((4-(2-ethyl-3-((4-(4-fluorophenyl)thiazol-2-yl)(methyl)amino)imidazo[1,2-a]pyridin-6-yl)piperidin-1-yl)methyl)oxazolidin-2-one C(C)C=1N=C2N(C=C(C=C2)C2CCN(CC2)CC2NC(OC2)=O)C1N(C)C=1SC=C(N1)C1=CC=C(C=C1)F